N=1C=NN2C=NC(=CC21)OC2=C(C=C(C=C2)NC2=NC=NC1=CC=C(C(=C21)N2CC1(C2)N(C[C@H](C1)F)C)OC)C (S)-N-(4-([1,2,4]triazolo[1,5-c]pyrimidin-7-yloxy)-3-methylphenyl)-5-(7-fluoro-5-methyl-2,5-diazaspiro[3.4]octan-2-yl)-6-methoxyquinazolin-4-amine